lanthanum compound with triflate [O-]S(=O)(=O)C(F)(F)F.[La+3].[O-]S(=O)(=O)C(F)(F)F.[O-]S(=O)(=O)C(F)(F)F